ClC(C(C(F)(F)F)(F)F)CC(C(F)(F)F)(Cl)Cl 3,5,5-TRICHLORO-1,1,1,2,2,6,6,6-OCTAFLUOROHEXANE